7-iodo-2,2-dimethyl-heptanoic acid ethyl ester C(C)OC(C(CCCCCI)(C)C)=O